(2S)-2-(2-isopropoxyphenyl)-4-[(6-methoxy-5-methylpyridin-2-yl)methyl]piperazin C(C)(C)OC1=C(C=CC=C1)[C@@H]1NCCN(C1)CC1=NC(=C(C=C1)C)OC